BrC=1C=CC(=NC1)NCCCN(C)C N1-(5-Bromopyridin-2-yl)-N3,N3-dimethylpropane-1,3-diamine